C[C@H](C(=O)O)OC1=C(C=C(C=C1)Cl)Cl The molecule is the R- (active) enantiomer of dichlorprop. It is used as a herbicide for killing annual and broad leaf weeds. It has a role as an agrochemical, an EC 1.11.1.6 (catalase) inhibitor, a synthetic auxin and a phenoxy herbicide. It is a conjugate acid of a (R)-dichlorprop(1-). It is an enantiomer of a (S)-dichlorprop.